CC1=C(OC2=C(C=C(C=C2C1=O)C)[C@@H](C)NC1=C(C(=O)O)C=CC=C1)C1=CC=C(C=C1)OC1CN(CC1)C 2-[[(1R)-1-[3,6-dimethyl-2-[4-(1-methylpyrrolidin-3-yl)oxyphenyl]-4-oxo-chromen-8-yl]ethyl]amino]benzoic acid